FC1=C(N)C=CC(=C1C(C)OC=1C=C2C(=NC1)NN=C2)F 2,4-difluoro-3-(1-[1H-pyrazolo[3,4-b]pyridin-5-yloxy]ethyl)aniline